(S)-5-((2-(methoxymethyl)pyrrolidin-1-yl)sulfonyl)indoline-2,3-dione COC[C@H]1N(CCC1)S(=O)(=O)C=1C=C2C(C(NC2=CC1)=O)=O